2-chloro-4-cyclopentylamine ClC1CCC(C1)N